C(C1=CC=CC=C1)OCC(C(=O)N)(CCF)N=C(C1=CC=CC=C1)C1=CC=CC=C1 2-((benzyloxy)methyl)-2-((diphenylmethylene)amino)-4-fluorobutyramide